C(C)OC(=O)C1=CC=2C(=C3C(=CC(=NC3=C(C2OCC)OCC)C(=O)OC)C(=O)OC)N1 4,5-diethoxy-7,9-bis(methoxycarbonyl)-1H-pyrrolo[2,3-f]quinoline-2-carboxylic acid ethyl ester